OC(C)(C)[C@H]1C[C@H](CNC1)N(S(=O)(=O)C)C |r| N-[rac-(3R,5S)-5-(2-hydroxypropan-2-yl)piperidin-3-yl]-N-methylmethanesulfonamide